C(=O)(O)CN(CC(=O)O)CCO N-(carboxymethyl)-N-(2-hydroxyethyl)-glycine